CC=1C(=C(C=CC1N)N)[N+](=O)[O-] (methyl)-2-nitrobenzene-1,4-diamine